Bis(2,4-di-t-butylphenyl) phosphate P(=O)(OC1=C(C=C(C=C1)C(C)(C)C)C(C)(C)C)(OC1=C(C=C(C=C1)C(C)(C)C)C(C)(C)C)[O-]